4-(bromomethyl)-1-(2-(4,4-dimethylpentyl)-5-methoxyphenyl)piperidine BrCC1CCN(CC1)C1=C(C=CC(=C1)OC)CCCC(C)(C)C